(methylsulfonyloxyimino)benzyl cyanide CS(=O)(=O)ON=C(C1=CC=CC=C1)C#N